CN([C@@H]1CN(CCC1)C1=C2C(=NC=C1)NC=C2C=2C=NC=NC2)C (3S)-N,N-dimethyl-1-(3-pyrimidin-5-yl-1H-pyrrolo[2,3-b]pyridin-4-yl)piperidin-3-amine